BrC1=NN(C2=C1N=C(N=C2O)NC(=O)OC)CC=2C(=CC(=C(C(=O)OC)C2)F)OC methyl 5-((3-bromo-7-hydroxy-5-((methoxycarbonyl)amino)-1H-pyrazolo[4,3-d]pyrimidin-1-yl)methyl)-2-fluoro-4-methoxybenzoate